OC1=NC=NC=C1 4-Hydroxypyrimidine